NCC1=CC=C(C=C1)C1=CC=C(C=C1)CN1C=CC2=CC(=CC=C12)N1N=C(C=C1C)C(=O)N 1-(1-((4'-(aminomethyl)-[1,1'-biphenyl]-4-yl)methyl)-1H-indol-5-yl)-5-methyl-1H-pyrazole-3-carboxamide